CC(C(=O)NCCOC(NCC1=CC=C(C=C1)CN1C(=NC=2C(=NC=3C=CC=CC3C21)N)CCOC)=O)=C 4-((4-amino-2-(2-methoxyethyl)-1H-imidazo[4,5-c]Quinolin-1-yl)methyl)benzylcarbamic acid 2-methylacrylamidoethyl ester